[O-]S(=O)(=O)C(F)(F)F.[SH3+].CC=1C=CC=C(C1OC)C 3,5-dimethyl-4-methoxybenzene sulfonium triflate